COC([C@H](CC)N1C(CC(C1)CCC)=O)=O (2S)-2-(2-oxo-4-propylpyrrolidin-1-yl)butanoic acid methyl ester